tetrafluoroboric acid Iridium [Ir].F[B-](F)(F)F.[H+]